OC1CC(=O)OC(C1O)O 3,4,5-trihydroxy-delta-valerolactone